ClC1=CC=C(C=C1)C1=CC=C(N1C=1C=NC=CC1C(F)(F)F)C1=C(C=C(C(=O)NCCCN(C)C)C=C1)OC 4-[5-(4-chlorophenyl)-1-[4-(trifluoromethyl)-3-pyridyl]pyrrol-2-yl]-N-[3-(dimethylamino)propyl]-3-methoxy-benzamide